3-(5-amino-1H-benzo[d]imidazol-2-yl)-1-methylpyridin-2(1H)-one NC1=CC2=C(NC(=N2)C=2C(N(C=CC2)C)=O)C=C1